Br[SiH]1C[SiH2]CCC1 bromo-1,3-disilacyclohexane